C1=CC=CC=2C3=CC=CC=C3C(C12)COC(=O)N[C@H](C(=O)O)CCC1=CC=C2C(=C(N(C2=C1)C)C)C (2S)-2-(9H-fluoren-9-ylmethoxycarbonylamino)-4-(1,2,3-trimethyl-indol-6-yl)butanoic acid